3-[(8aS)-2-[4-chloro-2-(trifluoromethyl)phenyl]-3-oxo-5,6,8,8a-tetrahydro-1H-imidazo[1,5-a]pyrazin-7-yl]-6-(2-ethoxypyridin-3-yl)-N-[2-(oxan-4-yl)ethyl]pyridine-2-carboxamide ClC1=CC(=C(C=C1)N1C(N2[C@@H](CN(CC2)C=2C(=NC(=CC2)C=2C(=NC=CC2)OCC)C(=O)NCCC2CCOCC2)C1)=O)C(F)(F)F